NC=1C(=C(C=CC1)C(=O)NC1=CC=CC=C1)N diaminobenzeneanilide